C(CCCCCCCC\C=C/CCCCCCCC(=O)N)CCCCCCCC\C=C/CCCCCCCC(=O)N methylenebis-oleic acid amide